FC1=C(C(=O)O)C=C(C=C1)CC1=NNC(C2=CC=C(C=C12)C#CC)=O 2-fluoro-5-[(4-oxo-7-prop-1-ynyl-3H-phthalazin-1-yl)methyl]benzoic acid